FC1(CCC=2N(C1)N=C(C2C2=CC(=NC=C2)N)C2=CC=C(C=C2)F)F 4-(6,6-difluoro-2-(4-fluorophenyl)-4,5,6,7-tetrahydropyrazolo[1,5-a]pyridin-3-yl)pyridin-2-amine